silver-palladium-platinum [Pt].[Pd].[Ag]